6-amino-2,3-dihydrobenzo[d]isothiazole 1,1-dioxide NC1=CC2=C(CNS2(=O)=O)C=C1